NCCO[SiH](C)C 1-Aminomethyl-(methoxydimethylsilan)